(trifluoromethoxy)pyridazine FC(OC=1N=NC=CC1)(F)F